[C@H]12CNC[C@H](CC1)N2C2=NC(=NC1=CC(=CC=C21)C2=CC1=CC=CC=C1C=C2)OC[C@H]2N(CCC2)C 4-((1R,5S)-3,8-diazabicyclo[3.2.1]octan-8-yl)-2-(((S)-1-methylpyrrolidin-2-yl)methoxy)-7-(naphthalen-2-yl)quinazoline